tert-butyl ((S)-1-(((S)-1-cyclohexyl-2-(4-(5,6-difluoro-1H-indole-2-carbonyl)piperazin-1-yl)-2-oxoethyl)amino)-1-oxopropan-2-yl)(methyl)carbamate C1(CCCCC1)[C@@H](C(=O)N1CCN(CC1)C(=O)C=1NC2=CC(=C(C=C2C1)F)F)NC([C@H](C)N(C(OC(C)(C)C)=O)C)=O